tert-butyl N-({4-[7-({6-methylimidazo[1,2-a]pyridin-2-yl}methyl)-8-oxo-7,8-dihydro-2,7-naphthyridin-4-yl]phenyl}methyl)carbamate CC=1C=CC=2N(C1)C=C(N2)CN2C=CC=1C(=CN=CC1C2=O)C2=CC=C(C=C2)CNC(OC(C)(C)C)=O